vinyl-platinum (II) C(=C)[Pt+]